tert-butyl (E)-2-(2-oxopiperidin-4-ylidene)hydrazine-1-carboxylate O=C1NCC/C(/C1)=N\NC(=O)OC(C)(C)C